1-(3-methoxy-3-carbonylpropyl)piperidine-4-carboxylate COC(CCN1CCC(CC1)C(=O)[O-])=C=O